tert-butyl N-ethyl-N-{1-[6-fluoro-7-({8-fluoro-2-methylimidazo[1,2-a]pyridin-6-yl}carbamoyl)-2-methylindazol-4-yl]piperidin-4-yl}carbamate C(C)N(C(OC(C)(C)C)=O)C1CCN(CC1)C=1C2=CN(N=C2C(=C(C1)F)C(NC=1C=C(C=2N(C1)C=C(N2)C)F)=O)C